C(C)(C)(C)C1(CNCCC12CCC(CC2)C=O)C(C2(CC=C(C=C2)C([2H])([2H])[2H])N2C(NC(CC2)=O)=O)=O tert-butyl-(1-(2,4-dioxotetrahydropyrimidin-1(2H)-yl)-4-(methyl-d3)benzoyl)-3-azaspiro[5.5]undecane-9-carbaldehyde